C1=CC=C(C=C1)CN2C=CC3=CC=CC=C32 benzylindole